1-methylguanosine 5'-triphosphate P(O)(=O)(OP(=O)(O)OP(=O)(O)O)OC[C@@H]1[C@H]([C@H]([C@@H](O1)N1C=NC=2C(=O)N(C(N)=NC12)C)O)O